5-(3-fluorobenzyl)-N-(6-methylpyridazin-3-yl)pyridineamide FC=1C=C(CC=2C=CC(=NC2)C(=O)NC=2N=NC(=CC2)C)C=CC1